C(C1=CC=CC=C1)N1CC2(C1)CC(C2)OC(=O)N2[C@@H](CN(C[C@@H]2C)C2=NC1=CC=CC=C1N=C2)C (2R,6S)-2,6-dimethyl-4-(quinoxalin-2-yl)piperazine-1-carboxylic acid 2-benzyl-2-azaspiro[3.3]hept-6-yl ester